2-chloro-N-(4-(1-methyl-5-(2-methylbenzamido)-1H-pyrazol-3-yl)phenyl)benzamide ClC1=C(C(=O)NC2=CC=C(C=C2)C2=NN(C(=C2)NC(C2=C(C=CC=C2)C)=O)C)C=CC=C1